2-chloro-4-[(3-methanesulfonylphenyl)methyl]pyridine ClC1=NC=CC(=C1)CC1=CC(=CC=C1)S(=O)(=O)C